N-[4-(2-formylaminoacetyl)-5-hydroxy-2-phenoxyphenyl]methanesulfonamide C(=O)NCC(=O)C1=CC(=C(C=C1O)NS(=O)(=O)C)OC1=CC=CC=C1